2,4'-dihydroxyazobenzene OC1=C(C=CC=C1)N=NC1=CC=C(C=C1)O